5-(6-(((3R,4S)-4-((5-isopropoxy-6-(1H-pyrazol-4-yl)-[1,2,4]triazolo[1,5-a]pyrazin-2-yl)amino)-3-methylpiperidin-1-yl)methyl)-2-azaspiro[3.3]heptan-2-yl)isoindoline-1,3-dione C(C)(C)OC1=C(N=CC=2N1N=C(N2)N[C@@H]2[C@@H](CN(CC2)CC2CC1(CN(C1)C=1C=C3C(NC(C3=CC1)=O)=O)C2)C)C=2C=NNC2